C1=CC=CC2=C3C=CC=CC3=C3C4=C5C(C67C(C8=C5C(C3=C21)=CC=C8)C8CC(CC(C6)C8)C7)=CC=C4 13,14,15,16,17,17a-hexahydro-12H-11b,15:13,17-dimethanotribenzo[f,ij,no]cycloocta[l]tetraphene